N-Hydroxy-succinimide ON1C(CCC1=O)=O